C(C=1C(O)=CC=CC1)=CC(C(N)N)=CC=1C(O)=CC=CC1 bis(salicylidene)propanediamine